(2,5-difluorophenyl)-N-(4-((6,7-bis(2-methoxyethoxy)quinazolin-4-yl)oxy)-2-fluorophenyl)-2-oxo-1,2,4,5,6,7-hexahydropyrazolo[1,5-a]pyridine-3-carboxamide FC1=C(C=C(C=C1)F)N1C(C(=C2N1CCCC2)C(=O)NC2=C(C=C(C=C2)OC2=NC=NC1=CC(=C(C=C21)OCCOC)OCCOC)F)=O